C(C1=CC=CC=C1)OC1=C(C=O)C(=CC(=C1)OCC1=CC=CC=C1)CCCCC 2,4-bis(benzyloxy)-6-pentylbenzaldehyde